7-((3aS,4R,6R,6aR)-6-(4-((tert-butyldimethylsilyl)oxy)phenyl)-2,2-dimethyltetrahydro-4H-cyclopenta[d][1,3]dioxol-4-yl)-N-methyl-7H-pyrrolo[2,3-d]pyrimidin-4-amine [Si](C)(C)(C(C)(C)C)OC1=CC=C(C=C1)[C@H]1C[C@H]([C@H]2[C@@H]1OC(O2)(C)C)N2C=CC1=C2N=CN=C1NC